2-(4,4-difluoropiperidin-1-yl)-6-methoxy-N-(1H-pyrrol-3-yl)-7-(3-(pyrrolidin-1-yl)propoxy)quinazolin-4-amine FC1(CCN(CC1)C1=NC2=CC(=C(C=C2C(=N1)NC1=CNC=C1)OC)OCCCN1CCCC1)F